N=1C=C(N2C1CCCC2)S(=O)(=O)N2CCC(CC2)C=2C(=CC=1N(C2)N=CN1)C(F)(F)F 6-(1-((5,6,7,8-tetrahydroimidazo[1,2-a]pyridin-3-yl)sulfonyl)piperidin-4-yl)-7-(trifluoromethyl)-[1,2,4]triazolo[1,5-a]pyridine